1-[6-(2-methylbenzoyl)-9-ethylcarbazol-3-yl]-ethane-1-one-oxime acetate C(C)(=O)O.CC1=C(C(=O)C=2C=C3C=4C=C(C=CC4N(C3=CC2)CC)C(C)=NO)C=CC=C1